N=1C=CN2C1C=CC=C2N2C(N=C(C1=CC=C(C=C21)OC(F)(F)F)NC)=O 1-(Imidazo[1,2-a]pyridin-5-yl)-4-(methylamino)-7-(trifluoromethoxy)quinazolin-2(1H)-one